10,10-diethoxy-3-acetoxydecane C(C)OC(CCCCCCC(CC)OC(C)=O)OCC